2-butyl octanoate C(CCCCCCC)(=O)OC(C)CC